3,3',3''-((nitrilotris(methylene))tris(1H-benzo[d]imidazole-7,2-diyl))tris(2-(pyrrolidin-3-yl)propanoic acid) N(CC1=CC=CC2=C1NC(=N2)CC(C(=O)O)C2CNCC2)(CC2=CC=CC1=C2NC(=N1)CC(C(=O)O)C1CNCC1)CC1=CC=CC2=C1NC(=N2)CC(C(=O)O)C2CNCC2